3-(4-pyridyl)-1H-pyrazole-5-carboxylic acid N1=CC=C(C=C1)C1=NNC(=C1)C(=O)O